C(C)(C)(C)C1=CC(=C2CNC(C2=C1)Cl)[C@H]1N(CCC1)C(=O)[O-] (S)-2-(6-tert-butyl chloroisoindolin-4-yl)pyrrolidine-1-carboxylate